IC=1C=CC(=NC1)C(=O)OC Methyl 5-iodopicolinate